Nα-Boc-Nω-(2,2,4,6,7-pentamethyl-dihydrobenzofuran-5-sulfonyl)-L-arginine C(=O)(OC(C)(C)C)N[C@@H](CCCNC(NS(=O)(=O)C1=C(C(=C2C(CC(O2)(C)C)C1C)C)C)=N)C(=O)O